C(C)(C)(C)OC(=O)N1[C@@H]2C[C@H]([C@H](C1)C2)OCC=2C(=NOC2C2CC2)C2=C(C=CC=C2Cl)Cl (1S,4S,5R)-5-((5-cyclopropyl-3-(2,6-dichlorophenyl)isoxazol-4-yl)methoxy)-2-azabicyclo[2.2.1]heptane-2-carboxylic acid tert-butyl ester